C(C)OC=1C=C[N-]C1 4-ethoxypyrrolid